[cyclopropyl-[(2,4-dimethoxyphenyl)methyl]amino]pentan-1-one C1(CC1)N(CC1=C(C=C(C=C1)OC)OC)C(CCCC)=O